1,3-dibromo-1,3,5-triazinane-2,4,6-trione BrN1C(N(C(NC1=O)=O)Br)=O